(E)-N'-[8-bromo-6-[7-fluoro-2-(oxan-2-yl)indazole-4-carbonyl]isoquinolin-5-yl]-N,N-dimethylmethanimidamide BrC=1C=C(C(=C2C=CN=CC12)/N=C/N(C)C)C(=O)C=1C2=CN(N=C2C(=CC1)F)C1OCCCC1